N-[[3-(hydrazinecarbonyl)isoxazol-5-yl]methyl]-N-(3-pyridyl)ethanesulfonamide N(N)C(=O)C1=NOC(=C1)CN(S(=O)(=O)CC)C=1C=NC=CC1